NC1=C(C=C(C=C1N1CCN(CC1)S(N)(=O)=O)C1=CC=C(C=C1)Cl)C(=O)N 4-amino-4'-chloro-5-(4-sulfamylpiperazin-1-yl)-[1,1'-biphenyl]-3-carboxamide